N1=CC(=C2OCCCN21)S(=O)(=O)[N-]C(NC2=C1C(=NC3=C2CCC3)C(CC1)C)=O.[Na+] Sodium ((6,7-dihydro-5H-pyrazolo[5,1-b][1,3]oxazin-3-yl)sulfonyl)((3-methyl-1,2,3,5,6,7-hexahydrodicyclopenta[b,e]pyridin-8-yl)carbamoyl)amide